[I-].ClC=1C=C(N)C=CC1Cl 3,4-dichloroaniline iodide